C(CCC)C=1C=C2C(C=CC(C2=CC1CCCC)=O)=O 6,7-dibutyl-1,4-naphthoquinone